ClC1=C(OCC2=NOC(=N2)C(Cl)(Cl)Cl)C=CC(=C1)Cl 3-(2,4-dichloro-phenoxymethyl)-5-trichloromethyl-[1,2,4]oxadiazole